N-(2,6-dimethylphenyl)-6-methyl-4-oxo-1-phenyl-1,4-dihydropyridazine-3-carboxamide CC1=C(C(=CC=C1)C)NC(=O)C1=NN(C(=CC1=O)C)C1=CC=CC=C1